5-[2-(morpholin-4-yl)ethyl]-5,6-dihydro-4H-thieno[2,3-c]pyrrol-4-one N1(CCOCC1)CCN1CC2=C(C1=O)C=CS2